2-Chloro-N-[2-(4-{[(3-cyanopyrazin-2-yl)oxy]methyl}piperidin-1-yl)-2-[4-(difluoromethyl)-1,3-thiazol-5-yl]ethyl]-6-fluorobenzamid ClC1=C(C(=O)NCC(C2=C(N=CS2)C(F)F)N2CCC(CC2)COC2=NC=CN=C2C#N)C(=CC=C1)F